4,4'-(3,6-dibromo-2,7-diiododibenzo[a,c]phenazine-11,12-diyl)-bis(N,N-diphenylaniline) BrC1=CC2=C(C3=NC4=CC(=C(C=C4N=C3C3=C2C=C(C(=C3)I)Br)C3=CC=C(N(C2=CC=CC=C2)C2=CC=CC=C2)C=C3)C3=CC=C(N(C2=CC=CC=C2)C2=CC=CC=C2)C=C3)C=C1I